C(C)(C)(C)OC(=O)N[C@@H](C(=O)O[C@@H]1[C@H](CCC1)C1=CC=C(C=C1)Cl)C |&1:8| (S)-(±)-trans-2-(4-chlorophenyl)cyclopentyl 2-((tert-butoxycarbonyl)amino)propanoate